C(C)OC[C@]1(CN(CC1)C1C(NC(C2=CC=CC=C12)=O)(C)C)CCC1=CC=C(C=C1)F |o1:4| 4-((R or S)-3-(ethoxymethyl)-3-(4-fluorophenethyl)pyrrolidin-1-yl)-3,3-dimethyl-3,4-dihydroisoquinolin-1(2H)-one